C(C\C=C\C)OC1=CC=C(C=C1)CCC(C)=O (E)-4-(4-(pent-3-en-1-yloxy)phenyl)butan-2-one